C(C)OC(=O)C1=CC(=NN1COCC[Si](C)(C)C)B(O)O (5-(ethoxycarbonyl)-1-((2-(trimethylsilyl)ethoxy)methyl)-1H-pyrazol-3-yl)boronic acid